CN(CC(=O)N1CCOCC1)C=1C=NC2=CC=C(N=C2C1)C=1C(=NNC1)C1=NC(=CC=C1)C 2-[methyl-[6-[3-(6-methyl-2-pyridyl)-1H-pyrazol-4-yl]-1,5-naphthyridin-3-yl]amino]-1-morpholino-ethanone